2-(6-(((1S,2S,3R,5S)-2-fluoro-1,5-dimethyl-8-azabicyclo[3.2.1]oct-6-en-3-yl)oxy)-1,2,4-triazin-3-yl)-5-(2-methoxypyridin-4-yl)phenol F[C@H]1[C@@]2(C=C[C@](C[C@H]1OC1=CN=C(N=N1)C1=C(C=C(C=C1)C1=CC(=NC=C1)OC)O)(N2)C)C